C(C)(=O)C=1C(=NC(=NC1)NC=1C=NC(=CC1)OCCOC)NC=1C=C(C=CC1)NC(C=C)=O N-(3-{5-Acetyl-2-[6-(2-methoxy-ethoxy)-pyridin-3-ylamino]-pyrimidin-4-ylamino}-phenyl)-acrylamide